2,4,6-Trichlorophenol ClC1=C(C(=CC(=C1)Cl)Cl)O